COC(=O)C1CCC(CC1)C(N(C)C)=O 4-(dimethylcarbamoyl)cyclohexane-1-carboxylic acid methyl ester